7-chloro-3-(2,6-dichloro-3,5-dimethoxyphenyl)-N,N-dimethyl-2,6-naphthyridine-1-amine ClC1=NC=C2C=C(N=C(C2=C1)N(C)C)C1=C(C(=CC(=C1Cl)OC)OC)Cl